C(=C)C1(CC=C(C=C1)N)N (4-vinyl)p-phenylenediamine